5-chloro-3-methyl-1,6-naphthyridin-2(1H)-one ClC1=C2C=C(C(NC2=CC=N1)=O)C